2-(4-chloro-1-isopropyl-1H-pyrazol-5-yl)-4-(4-(3-morpholino-1H-pyrazol-1-yl)benzyl)-6,7-dihydropyrazolo[1,5-a]pyrimidin-5(4H)-one ClC=1C=NN(C1C1=NN2C(N(C(CC2)=O)CC2=CC=C(C=C2)N2N=C(C=C2)N2CCOCC2)=C1)C(C)C